1-(5-chloro-1H-indol-3-yl)-3-(5-chloro-6-((3S,5S)-3,5-dimethylpiperazin-1-yl)pyridin-3-yl)urea ClC=1C=C2C(=CNC2=CC1)NC(=O)NC=1C=NC(=C(C1)Cl)N1C[C@@H](N[C@H](C1)C)C